COC(=O)C=1C=C(C2=C(C(=NO2)C)C1)Br 7-bromo-3-methylbenzo[d]isoxazole-5-carboxylic acid methyl ester